ClC1=NC=C(C(=N1)C1=CN=C(S1)C1CCNCC1)Cl 5-(2,5-dichloropyrimidin-4-yl)-2-(piperidin-4-yl)thiazole